[C@@H]1(CCC2=CC=CC=C12)NC(=O)C=1N=NC(=C(C1)C)N1CCC(CC1)OC=1C=NC(=CC1)OC N-[(1S)-2,3-dihydro-1H-inden-1-yl]-6-{4-[(6-methoxypyridin-3-yl)oxy]piperidin-1-yl}-5-methylpyridazine-3-carboxamide